C(C=C)[Si](O[Si](C)(C)CC=C)(C)C 1,3-diallyl-1,1,3,3-tetramethyldisiloxane